tert-butyl-2H-tetrazole C(C)(C)(C)N1N=CN=N1